(4-(5-(trifluoromethyl)-1H-tetrazol-1-yl)phenyl)boronic acid FC(C1=NN=NN1C1=CC=C(C=C1)B(O)O)(F)F